4-fluoro-4-((2-nitro-4-sulfamoylphenoxy)methyl)piperidine-1-carboxylic acid tert-butyl ester C(C)(C)(C)OC(=O)N1CCC(CC1)(COC1=C(C=C(C=C1)S(N)(=O)=O)[N+](=O)[O-])F